C(#N)C=1N(C2=C(C=CC(=C2C1)OC)F)CCNC1=CC(=NC=N1)C1=CC(=C(C(=O)NO)C=C1)OCC 4-{6-[2-(2-Cyano-7-fluoro-4-methoxy-indol-1-yl)-ethylamino]-pyrimidin-4-yl}-2-ethoxy-N-hydroxy-benzamid